COC(C(=O)OCC1=CC=CC=C1)(C(=O)OCC2=CC=CC=C2)OCO HYDROXYDIMETHOXY BENZYLMALONATE